(3-((5-(2-(2-(dimethylamino)ethoxy)-4-methylpyrimidin-5-yl)pyridin-2-yl)methyl)-1,2,3-oxadiazol-3-ium-5-yl)((3-(trifluoromethyl)phenyl)carbamoyl)amide CN(CCOC1=NC=C(C(=N1)C)C=1C=CC(=NC1)C[N+]1=NOC(=C1)[N-]C(NC1=CC(=CC=C1)C(F)(F)F)=O)C